4-benzyl-N-[3,6-difluoro-5-(2-fluoroethoxy)pyridin-2-yl]-1H-pyrrole-3-sulfonamide C(C1=CC=CC=C1)C=1C(=CNC1)S(=O)(=O)NC1=NC(=C(C=C1F)OCCF)F